(S)-2-((7-(2-((4-chloro-2-fluorobenzyl)oxy)pyrimidin-4-yl)-5-fluoro-2,3-dihydrobenzofuran-4-yl)methyl)-1-(oxetan-2-ylmethyl)-1H-benzo[d]imidazole-6-carboxylic acid ClC1=CC(=C(COC2=NC=CC(=N2)C2=CC(=C(C=3CCOC32)CC3=NC2=C(N3C[C@H]3OCC3)C=C(C=C2)C(=O)O)F)C=C1)F